ethyl 3,3-dimethyl-4-aminobutyrate hydrochloride Cl.CC(CC(=O)OCC)(CN)C